(Z)-7-(5-benzylidene-2,4-dioxothiazolidin-3-yl)heptanoic acid C(/C1=CC=CC=C1)=C/1\C(N(C(S1)=O)CCCCCCC(=O)O)=O